C(CCC)C(CO)CO 2-butyl-propane-1,3-diol